(8S,11S)-18-methyl-12-oxo-7-oxa-10,13,18,19,26-pentaazapentacyclo[15.6.1.12,6.18,11.020,24]hexacosane-1(23),2(26),3,5,17(24),19,21-heptaene-10-carboxylic acid tert-butyl ester C(C)(C)(C)OC(=O)N1C[C@H]2OC3=CC=CC(C4=CC=CC5=NN(C(CCCNC([C@@H]1C2)=O)=C45)C)=N3